(+-)-6-methyl-2-(3-(((2-(trifluoromethyl)phenyl)amino)methyl)pyrrolidin-1-yl)pyrimidine-4-carboxylic acid methyl ester COC(=O)C1=NC(=NC(=C1)C)N1C[C@H](CC1)CNC1=C(C=CC=C1)C(F)(F)F |r|